1-[rac-(3aR,7aR)-1-[6-chloro-4-(difluoromethyl)pyridazin-3-yl]-3,3a,4,5,7,7a-hexahydro-2H-pyrrolo[2,3-c]pyridin-6-yl]ethanone ClC1=CC(=C(N=N1)N1CC[C@H]2[C@@H]1CN(CC2)C(C)=O)C(F)F |r|